ClC1=CC(=NC=N1)NC=1N=CC=2CCC3=C(C2C1F)NC1=C3C(NCC1)=O 2-((6-chloropyrimidin-4-yl)amino)-1-fluoro-5,6,8,9,10,11-hexahydro-7H-pyrido[3',4':4,5]pyrrolo[2,3-f]isoquinolin-7-one